OC=1C=C(C=CC1O)C1CC(OC2=CC(=CC(=C12)O)C)=O 4-(3,4-dihydroxyphenyl)-5-hydroxy-7-methylchroman-2-one